4-(4-((4-(difluoromethyl)piperidin-1-yl)methyl)-3-methylbenzylamino)-2-(2,6-dioxopiperidin-3-yl)isoindoline-1,3-dione FC(C1CCN(CC1)CC1=C(C=C(CNC2=C3C(N(C(C3=CC=C2)=O)C2C(NC(CC2)=O)=O)=O)C=C1)C)F